BrC1=C(C=C(C=C1)CC(=O)N(C)C)F 2-(4-bromo-3-fluorophenyl)-N,N-dimethylacetamide